7-(2-Methoxy-phenyl)-benzofuran-2-carboxylic acid (1-aza-bicyclo[2.2.2]oct-3-yl)-amide N12CC(C(CC1)CC2)NC(=O)C=2OC1=C(C2)C=CC=C1C1=C(C=CC=C1)OC